O1CCN(CC1)CCN1C(CCC2=CC=C(C=C12)C=1C=NC=CC1)=O 1-(2-Morpholinoethyl)-7-(pyridin-3-yl)-3,4-dihydroquinolin-2(1H)-one